3,4-epoxycyclohexylmethyl-Caprolactone C1(CC2C(CC1)O2)CC2C(=O)OCCCC2